tris(2-(2-methoxyethoxy)ethyl)amine COCCOCCN(CCOCCOC)CCOCCOC